(E)-N-(3'-(1-((5-cyclopropyl-1H-pyrazol-3-yl)amino)-3-methyl-1-oxobutan-2-yl)-3-fluoro-[1,1'-biphenyl]-4-yl)-4-(dimethylamino)but-2-enamide C1(CC1)C1=CC(=NN1)NC(C(C(C)C)C=1C=C(C=CC1)C1=CC(=C(C=C1)NC(\C=C\CN(C)C)=O)F)=O